FC(C1=NN=C(O1)C1=CC=2N(C=C1)C=C(N2)CN(C(=O)C2CN(C2)C(C(F)(F)F)=O)C2=CC=CC=C2)F N-((7-(5-(difluoromethyl)-1,3,4-oxadiazol-2-yl)imidazo[1,2-a]pyridin-2-yl)methyl)-N-phenyl-1-(2,2,2-trifluoroacetyl)azetidine-3-carboxamide